C(C1CO1)OC=CCCC pentenyl glycidyl ether